6-[2-fluoro-4-(trifluoromethyl)anilino]-2-azaspiro[3.3]heptane-2-carboxylic acid tert-butyl ester C(C)(C)(C)OC(=O)N1CC2(C1)CC(C2)NC2=C(C=C(C=C2)C(F)(F)F)F